CC1=C(CNC=2C=3N(C=C(C2)NC(C(C)(F)F)=O)C(=C(N3)C)C)C(=CC=C1)C N-(8-((2,6-dimethylbenzyl)amino)-2,3-dimethylimidazo[1,2-a]pyridin-6-yl)-2,2-difluoropropanamide